tert-butyl 4-(6-formyl-2-methylpyridin-3-yl)piperazine-1-carboxylate C(=O)C1=CC=C(C(=N1)C)N1CCN(CC1)C(=O)OC(C)(C)C